(3S,4R)-4-({7-[5-(2,2-dimethylcyclopropyl)pyridin-2-yl]-5-fluoropyrrolo[2,1-f][1,2,4]triazin-2-yl}amino)oxan-3-ol CC1(C(C1)C=1C=CC(=NC1)C1=CC(=C2C=NC(=NN21)N[C@H]2[C@@H](COCC2)O)F)C